ClC=1C=C(C=C2C(=CC(NC12)=O)N[C@H](C(=O)N)C)C(F)(F)F (2S)-2-[[8-chloro-2-oxo-6-(trifluoromethyl)-1H-quinolin-4-yl]amino]propionamide